FC1=CC(=C(OC=2C(=NC=NC2)N2CC3(C2)CCN(CC3)C(=O)OC(C)(C)C)C=C1)C(=O)OC tert-butyl 2-{5-[4-fluoro-2-(methoxycarbonyl)phenoxy]pyrimidin-4-yl}-2,7-diazaspiro[3.5]nonane-7-carboxylate